C(C1=CC=CC=C1)OC=1C=C(C=CC1)CC(C)NCC(C)(C)F N-(1-(3-(benzyloxy)phenyl)propan-2-yl)-2-fluoro-2-methylpropan-1-amine